[Si](C)(C)(C(C)(C)C)OC[C@@H]1[C@H]([C@H]([C@@H](O1)N1C(=O)N(C(=O)C=C1)C(C1=CC=CC=C1)=O)OC)OC(C1=CC=CC=C1)=O 5'-O-tert-Butyldimethylsilyl-3'-O-benzoyl-2'-O-methyl-N3-benzoyluridine